BrC1=C(C=C(C=C1)C1(CC1)C(=O)N)F 1-(4-bromo-3-fluorophenyl)cyclopropane-1-carboxamide